FC1=C(C=CC(=C1)F)N1N=C(C2=CC=CC=C2C1=O)C=1C=C(C=CC1)NS(=O)(=O)NC(OC)=O Methyl (N-(3-(3-(2,4-difluorophenyl)-4-oxo-3,4-dihydrophthalazin-1-yl)phenyl)sulfamoyl)carbamate